N-Acetyl-α-D-glucosamine 6-phosphate disodium salt [Na+].[Na+].P(=O)([O-])([O-])OC[C@@H]1[C@H]([C@@H]([C@H]([C@@H](O)O1)NC(C)=O)O)O